(exo)-7-{[8-(6-methoxypyridazin-4-yl)-6H-isochromeno[3,4-b]pyridin-3-yl]oxy}-3-oxa-9-azabicyclo[3.3.1]nonane COC1=CC(=CN=N1)C=1C=CC2=C(C1)COC1=NC(=CC=C12)OC1CC2COCC(C1)N2